({5-chloroimidazo[1,5-a]pyridin-7-yl}methyl)[(1R)-1-phenylethyl]amine ClC1=CC(=CC=2N1C=NC2)CN[C@H](C)C2=CC=CC=C2